(2R,3S,4R,5R)-2,3,4,5,6-pentahydroxycaproic acid O[C@@H](C(=O)O)[C@H]([C@@H]([C@@H](CO)O)O)O